N-(3,4-methylenedioxyphenyl)-1-(4-(hydroxycarbamoyl)benzyl)-1H-indazole-3-carboxamide C1OC=2C=C(C=CC2O1)NC(=O)C1=NN(C2=CC=CC=C12)CC1=CC=C(C=C1)C(NO)=O